1,4-bis(β-hydroxyethoxy)benzene tert-butyl-4-(1-(1-(3-(2,6-dioxopiperidin-3-yl)-1-methyl-1H-indazol-7-yl)piperidin-4-yl)ethyl)piperazine-1-carboxylate C(C)(C)(C)OC(=O)N1CCN(CC1)C(C)C1CCN(CC1)C=1C=CC=C2C(=NN(C12)C)C1C(NC(CC1)=O)=O.OCCOC1=CC=C(C=C1)OCCO